CC=1N=C(OC1NC1=NC=C(C(=C1)NCCCNC(=O)C1CCC1)C(F)(F)F)C1CCN(CC1)C N-(3-((2-((4-methyl-2-(1-methylpiperidin-4-yl)oxazol-5-yl)amino)-5-(trifluoromethyl)pyridin-4-yl)amino)propyl)cyclobutanecarboxamide